2-(4-methoxybenzyl)-7-nitrophthalazin-1(2H)-one COC1=CC=C(CN2C(C3=CC(=CC=C3C=N2)[N+](=O)[O-])=O)C=C1